N-Cyano-2-[[(1R)-1-(3,6-dimethyl-4-oxo-2-phenyl-chromen-8-yl)ethyl]amino]benzamide C(#N)NC(C1=C(C=CC=C1)N[C@H](C)C=1C=C(C=C2C(C(=C(OC12)C1=CC=CC=C1)C)=O)C)=O